(3R,4R)-(1-benzyl-4-methyl-piperidine-3-yl)-methylamine di-p-toluoyl-L-tartarate C1(=CC=C(C=C1)C(=O)[C@]([C@](C(=O)O)(O)C(=O)C1=CC=C(C=C1)C)(O)C(=O)O)C.C(C1=CC=CC=C1)N1C[C@@H]([C@@H](CC1)C)NC